4-(furo[3,2-c]pyridin-4-yl)-N-[1-(4-methyl-6-oxo-1,6-dihydropyrimidin-2-yl)piperidin-4-yl]benzamide O1C=CC=2C(=NC=CC21)C2=CC=C(C(=O)NC1CCN(CC1)C=1NC(C=C(N1)C)=O)C=C2